1H-1,3-benzodiazole N1C=NC2=C1C=CC=C2